tert-butyl 4-[[1-(4-bromo-5-fluoro-2-pyridyl)-4-piperidyl]methyl]piperazine-1-carboxylate BrC1=CC(=NC=C1F)N1CCC(CC1)CN1CCN(CC1)C(=O)OC(C)(C)C